5-(Trifluoromethyl)-3-[4-[[3-(trifluoromethyl)-1,2,4-triazol-1-yl]methyl]phenyl]-1,2,4-oxadiazol FC(C1=NC(=NO1)C1=CC=C(C=C1)CN1N=C(N=C1)C(F)(F)F)(F)F